(3,5-difluoro-4-{[7-(2-hydroxy-2-methylpropyloxy)-6-methoxy-quinolin-4-yl]oxy}-phenyl)-4-methoxypyridine-3-carboxamide FC=1C=C(C=C(C1OC1=CC=NC2=CC(=C(C=C12)OC)OCC(C)(C)O)F)C1=NC=CC(=C1C(=O)N)OC